naphthalen-2-ylmethyl carbamate C(N)(OCC1=CC2=CC=CC=C2C=C1)=O